4-(azetidin-3-yloxy)-1-[5-methyl-1-[4-(trifluoromethoxy)phenyl]pyrazol-3-yl]piperidine N1CC(C1)OC1CCN(CC1)C1=NN(C(=C1)C)C1=CC=C(C=C1)OC(F)(F)F